O=C1NC(CCC1N1C(C2=CC=CC(=C2C1)OCC=1C=NN(C1)CCC(=O)O)=O)=O 3-(4-(((2-(2,6-dioxopiperidin-3-yl)-1-oxoisoindolin-4-yl)oxy)methyl)-1H-pyrazol-1-yl)propanoic acid